(S)-1'-(2,6-difluoro-4-(phenylethynyl)phenyl)-3'-methyl-2-((2-(trimethylsilyl)ethoxy)methyl)-2,5,6,7-tetrahydro-1'H-spiro[indazole-4,4'-pyrimidine]-2',6'(3'H,5'H)-dione FC1=C(C(=CC(=C1)C#CC1=CC=CC=C1)F)N1C(N([C@@]2(CC1=O)C1=CN(N=C1CCC2)COCC[Si](C)(C)C)C)=O